(1S,2R,3S)-2-methyl-N-[7-methyl-6-[4-((R)-3-methyltetrahydrofuran-3-yl)piperazin-4-ium-1-yl]-3-isoquinolyl]-3-(1-methylpyrazol-4-yl)cyclopropanecarboxamide C[C@H]1[C@@H]([C@H]1C=1C=NN(C1)C)C(=O)NC=1N=CC2=CC(=C(C=C2C1)N1CC[NH+](CC1)[C@]1(COCC1)C)C